(2-((4-(4,4-dimethylcyclohex-1-en-1-yl)but-1-en-1-yl)oxy)ethyl)benzene CC1(CC=C(CC1)CCC=COCCC1=CC=CC=C1)C